tert-Butyl 4-((2-Chloro-5-nitropyrimidin-4-yl)amino)-4-cyanopiperidine-1-carboxylate ClC1=NC=C(C(=N1)NC1(CCN(CC1)C(=O)OC(C)(C)C)C#N)[N+](=O)[O-]